tert-butyl (R)-3-((4-chloro-5,7-dihydrofuro[3,4-d]pyridazin-1-yl)amino)piperidine-1-carboxylate ClC=1C2=C(C(=NN1)N[C@H]1CN(CCC1)C(=O)OC(C)(C)C)COC2